BrC1=NC(=NC(=N1)C1=CC=CC=C1)C1=CC=CC=C1 2-bromo-4,6-diphenyl-[1,3,5]triazine